FC(N1C(C(=CC=C1)NC(=O)C=1C(=CC=2N(C1)C=C(N2)[C@]21CO[C@](CC2)(C1)C)OC(C)C)=O)F N-(1-(difluoromethyl)-2-oxo-1,2-dihydropyridin-3-yl)-7-isopropoxy-2-((1R,4S)-1-methyl-2-oxabicyclo[2.2.1]hept-4-yl)imidazo[1,2-a]pyridine-6-carboxamide